[Pd+2].ClC1=C(CCC=CCC1)Cl dichloro(cycloocta-1,5-diene) palladium(II)